C[C@H]1N(C[C@H](N(C1)C1=NC(=CN=C1)C(F)(F)F)C)C(=O)OC1CC2(CN(C2)CC2=CC=CC=C2)C1 2-benzyl-2-azaspiro[3.3]heptan-6-yl (2R,5R)-2,5-dimethyl-4-[6-(trifluoromethyl)pyrazin-2-yl]piperazine-1-carboxylate